3-ethyl-5-amino-1,2,4-thiadiazole C(C)C1=NSC(=N1)N